[Cl-].CO[Si](CCC[N+](C)(C)CCCCCCCCCCCCCCCCCC)(OC)OC [3-(trimethoxysilyl)propyl]octadecyl-dimethyl-ammonium chloride